FC(C(=O)NC1=CC=CC=C1)F 2,2-difluoro-N-(phenyl)acetamide